FC1=C(C(=C(C(=C1F)F)F)F)[B-](C1=C(C(=C(C(=C1F)F)F)F)F)(C1=C(C(=C(C(=C1F)F)F)F)F)C1=C(C(=C(C(=C1F)F)F)F)F.C(CCCCCCCCCCCCCCC)[NH+](CCCCCCCCCCCCCCCC)C1=C(C=CC=C1)C N,N-di(hexadecyl)tolylammonium [tetrakis(perfluorophenyl) borate]